C(C)(C)(C)OC(=O)N(C1CC=2C(=C(SC2C2CC2)C(=O)O)CC1)C 5-[tert-butoxycarbonyl(methyl)amino]-3-cyclopropyl-4,5,6,7-tetrahydro-2-benzothiophene-1-carboxylic acid